FC=1C=C2C(C(=CN3CCCOC(C1F)=C32)CN([C@@H]3CN(CCC3)C=3C=NC(=CC3)[N+](=O)[O-])CC3=CC(=NC=C3)OC)=O 7,8-difluoro-3-[[(2-methoxy-4-pyridyl)methyl-[(3S)-1-(6-nitro-3-pyridyl)-3-piperidyl]amino]methyl]-10-oxa-1-azatricyclo[7.4.1.05,14]tetradeca-2,5,7,9(14)-tetraen-4-one